CN(NC)CC=1N(C2=CC=CC=C2C1)CCC(=O)NC(C(NCCOCCOCCC(N(C(C(OCC)=O)C)C)=O)=O)CS(=O)(=O)O 18-(3-(2-((1,2-dimethylhydrazinyl)methyl)-1H-indol-1-yl)propanamido)-5,6-dimethyl-4,7,17-trioxo-3,10,13-trioxa-6,16-diazanonadecane-19-sulfonic acid